(R)-2-(4-(3-((6-(3-(2-methoxyphenoxy)piperidin-1-yl)pyrazin-2-yl)amino)-3-oxopropyl)phenyl)-2-methylpropanoic acid COC1=C(O[C@H]2CN(CCC2)C2=CN=CC(=N2)NC(CCC2=CC=C(C=C2)C(C(=O)O)(C)C)=O)C=CC=C1